3-(4-nitro-1H-1,3-benzodiazepine-2-yl)phenol [N+](=O)([O-])C=1N=C(NC2=C(C1)C=CC=C2)C=2C=C(C=CC2)O